Cl.O=C1N(CC2(CC1)CCNCC2)C2=CC=C(C(=O)OC)C=C2 methyl 4-(3-oxo-2,9-diazaspiro[5.5]undec-2-yl)benzoate hydrochloride